Methyl (S)-3-(1,4-dimethyl-1H-benzo[d][1,2,3]triazol-5-yl)-3-(3-(((R)-2-ethyl-7-hydroxy-2,3-dihydropyrido[2,3-f][1,4]oxazepin-4(5H)-yl)methyl)-4-methylphenyl)-2,2-dimethylpropanoate CN1N=NC2=C1C=CC(=C2C)[C@@H](C(C(=O)OC)(C)C)C2=CC(=C(C=C2)C)CN2C[C@H](OC1=C(C2)N=C(C=C1)O)CC